diethyl 4-oxo-5,6,7,8-tetrahydro-4H-pyrazolo[1,5-a]azepine-2,5-dicarboxylate O=C1C=2N(CCCC1C(=O)OCC)N=C(C2)C(=O)OCC